ClC1=C(N=NC=C1)C(=O)NC1C(C(C1(C)C)OC1=CC(=C(C=C1)C#N)Cl)(C)C chloro-N-[(1r,3r)-3-(3-chloro-4-cyanophenoxy)-2,2,4,4-tetramethylcyclobutyl]pyridazine-3-carboxamide